N-Boc-cis-1,2-cyclohexanediamine C(=O)(OC(C)(C)C)N[C@H]1[C@H](CCCC1)N